CC1=C(C(=O)C2=CC=CC=C2)C(=CC(=C1)C)C 2,4,6-trimethylbenzoyl-benzene